(5S)-2-(6-Ethylpyridin-3-yl)-5-methyl-6,7-dihydro-5H-pyrazolo[5,1-b][1,3]oxazine-3-carboxylic acid C(C)C1=CC=C(C=N1)C1=NN2C(O[C@H](CC2)C)=C1C(=O)O